tert-Butyl (4S)-4-[3-[[6-[(6-tert-butyl-2-fluoro-pyridine-3-carbonyl)sulfamoyl]-2-pyridyl]amino]-6,6-dicyclopropyl-hexyl]-2,2-dimethyl-pyrrolidine-1-carboxylate C(C)(C)(C)C1=CC=C(C(=N1)F)C(=O)NS(=O)(=O)C1=CC=CC(=N1)NC(CC[C@H]1CC(N(C1)C(=O)OC(C)(C)C)(C)C)CCC(C1CC1)C1CC1